3-((3S,5R)-3-methyl-5-((5-(5-methyl-1,3,4-thiadiazol-2-yl)-1H-pyrrolo[2,3-b]pyridin-4-yl)amino)piperidin-1-yl)propanenitrile C[C@@H]1CN(C[C@@H](C1)NC1=C2C(=NC=C1C=1SC(=NN1)C)NC=C2)CCC#N